[N+](=O)([O-])C=1C=CC(=NC1)OC[C@H](C)OC(C1=CC=CC=C1)(C1=CC=CC=C1)C1=CC=CC=C1 (S)-5-nitro-2-(2-(trityloxy)propoxy)pyridine